1-iminohexahydro-1lambda6-Thiopyran 1-oxide N=S1(CCCCC1)=O